(1S,4S)-4-((2-chloro-5-nitropyrimidin-4-yl)amino)cyclohexane-1-carboxamide ClC1=NC=C(C(=N1)NC1CCC(CC1)C(=O)N)[N+](=O)[O-]